C(C)(C)(C)OC(NC12CCC(CC1)(C2)CN2N=C(C=1CN(CCC12)C1=C2C(=NC(=C1)C)N(N=C2)C)C)=O (4-((5-(1,6-dimethyl-1H-pyrazolo[3,4-b]pyridin-4-yl)-3-methyl-4,5,6,7-tetrahydro-1H-pyrazolo[4,3-c]pyridin-1-yl)methyl)bicyclo[2.2.1]hept-1-yl)carbamic acid tert-butyl ester